FC1=CC=C(C=C1)C1=C(C=C(C=C1)OC1=NC=CC=C1[N+](=O)[O-])OC1=NC=CC=C1[N+](=O)[O-] 6'-((4'-fluoro-[1,1'-biphenyl]-2,4-diyl)bis(oxy))bis(3-nitropyridine)